ClC1=C(C(=O)NC2=C3C=NN(C3=CC=C2)C2=CC=C(C=C2)F)C=C(C=C1)CNC(CC(C)(C)C)=O 2-chloro-5-{[(3,3-dimethylbutyryl)amino]methyl}-N-[1-(4-fluorophenyl)-1H-indazol-4-yl]benzamide